3-fluoro-4-(trifluoromethyl)benzamidine FC=1C=C(C(=N)N)C=CC1C(F)(F)F